C(CCCCCCCCCCCCCCCCCCCCCCC=CCCCC)(=O)O 24-Nonacosenoic acid